tert-butyl (3aR,5s,6aS)-5-(acetyl(methyl)carbamoyl)hexahydrocyclopenta[c]pyrrole-2(1H)-carboxylate C(C)(=O)N(C(=O)C1C[C@@H]2[C@@H](CN(C2)C(=O)OC(C)(C)C)C1)C